C(C)(C)(C)OC(NC(C)(C)C1=NC=C2N1C=CC=C2SC2CCC2)=O (2-(8-(Cyclobutylthio)imidazo[1,5-a]pyridin-3-yl)propan-2-yl)carbamic acid tert-butyl ester